O1C(COCC1)CC1C(CC(NC1)=O)=O 5-(1,4-dioxan-2-ylmethyl)piperidine-2,4-dione